C1(CC2=CC=CC3=CC=CC1=C23)=N acenaphthylene-1(2H)-imine